(±)-5-(4-(4-(2-Amino-6-methylpyrimidin-4-yl)-1,4-oxazepan-3-yl)-3-chlorophenyl)-1-methylpyrrolidin-2-one NC1=NC(=CC(=N1)N1C(COCCC1)C1=C(C=C(C=C1)C1CCC(N1C)=O)Cl)C